2-Methoxy-5-(4-(trifluoro-methyl)phenoxy)aniline COC1=C(N)C=C(C=C1)OC1=CC=C(C=C1)C(F)(F)F